2-(((S)-1-(1H-tetrazol-1-yl)propan-2-yl)oxy)-4-(2-((3-((2,5,8,11,14-pentaoxahexadecan-16-yl)oxy)-1-((1r,4r)-4-morpholinocyclohexyl)-1H-pyrazol-4-yl)amino)pyrimidin-5-yl)benzonitrile N1(N=NN=C1)C[C@H](C)OC1=C(C#N)C=CC(=C1)C=1C=NC(=NC1)NC=1C(=NN(C1)C1CCC(CC1)N1CCOCC1)OCCOCCOCCOCCOCCOC